C(C)(C)(C)NS(=O)(=O)C=1C=C(C=CC1N1C[C@H](CC1)OC1=NC=C(C=C1)C(F)(F)F)C1=CC=CC=C1 (S)-N-tert-butyl-4-(3-(5-(trifluoromethyl)pyridin-2-yloxy)pyrrolidin-1-yl)biphenyl-3-sulfonamide